ClC=1C=C2C(=CC=NC2=CC1)C1=CC=CC=C1 6-chloro-4-phenylquinolin